N-[1-[3-(3-fluorophenyl)-1,2,4-oxadiazol-5-yl]-2-phenyl-ethyl]carbamate FC=1C=C(C=CC1)C1=NOC(=N1)C(CC1=CC=CC=C1)NC([O-])=O